1,1-difluoro-N-(trifluoromethyl)methanimine FC(=NC(F)(F)F)F